(1R,3r)-3-(3-(6-(1-methyl-1H-pyrazol-4-yl)pyrrolo[2,1-f][1,2,4]triazin-4-yl)-3,8-diazabicyclo[3.2.1]oct-8-yl)cyclobutane-1-carbonitrile CN1N=CC(=C1)C=1C=C2C(=NC=NN2C1)N1C[C@H]2CCC(C1)N2C2CC(C2)C#N